O(N)N oxydiamine